N-(naphthalene-2-yl)acethydrazide tert-butyl-((2R,3S)-4-(1-(2-(((benzyloxy)carbonyl)amino)ethyl)cyclobutyl)-3-((1,3-dioxoisoindolin-2-yl)methyl)butan-2-yl)carbamate C(C)(C)(C)N(C(O)=O)[C@H](C)[C@@H](CC1(CCC1)CCNC(=O)OCC1=CC=CC=C1)CN1C(C2=CC=CC=C2C1=O)=O.C1=C(C=CC2=CC=CC=C12)N(N)C(C)=O